CC1=C(C(=O)NC2(CC2)C2=C3C=CC=NC3=CC(=C2)NCCC)C=C(C=C1)OCC1N(CC1)C 2-Methyl-5-((1-methylazetidin-2-yl)methoxy)-N-(1-(7-(propylamino)quinolin-5-yl)cyclopropyl)benzamide